N-(cis-4-ethoxycyclohexyl)-5-(8-fluoro-3-methylimidazo[1,2-a]pyridin-6-yl)-7H-pyrrolo[2,3-d]pyrimidin-2-amine C(C)O[C@H]1CC[C@H](CC1)NC=1N=CC2=C(N1)NC=C2C=2C=C(C=1N(C2)C(=CN1)C)F